6-methoxy-2-(p-tolylthio)benzo[d]thiazole COC1=CC2=C(N=C(S2)SC2=CC=C(C=C2)C)C=C1